CCC(CC)C1NC(OC1=O)=O 4-(pent-3-yl)oxazolidine-2,5-dione